natrium carbonate C([O-])([O-])=O.[Na+].[Na+]